Gadolinium 2,2',2''-(10-{(1R)-1-carboxy-2-[4-(2,2,2-trifluoroethoxy)phenyl]ethyl}-1,4,7,10-tetraazacyclododecan-1,4,7-triyl)triacetat C(=O)(O)[C@@H](CC1=CC=C(C=C1)OCC(F)(F)F)N1CCN(CCN(CCN(CC1)CC(=O)[O-])CC(=O)[O-])CC(=O)[O-].[Gd+3]